OC12CCC(CC1)(C2)N2C1=NC(=NC=C1N(C2=O)C)NC2=CC=1C(=NSN1)C=C2C 9-(4-hydroxybicyclo[2.2.1]heptan-1-yl)-7-methyl-2-((6-methylbenzo[c][1,2,5]thiadiazol-5-yl)amino)-7,9-dihydro-8H-purin-8-one